Dodecanoic acid ethyl ester C(C)OC(CCCCCCCCCCC)=O